NC1=NC=C(C2=C1C(=NN2C)C2=CC(=C(C=C2)NS(=O)(=O)C(F)F)OCC=2SC=CN2)C=2C=NN(C2)C2CCOCC2 N-(4-(4-amino-1-methyl-7-(1-(tetrahydro-2H-pyran-4-yl)-1H-pyrazol-4-yl)-1H-pyrazolo[4,3-c]pyridin-3-yl)-2-(thiazol-2-yl-methoxy)phenyl)-1,1-difluoromethane-sulfonamide